O=C1C(=CN=C(N1CC(=O)OCCCC)C1=CC=CC=C1)NCC=1SC(=CC1)C1=CC=CC=C1 butyl 2-(6-oxo-2-phenyl-5-(((5-phenylthiophen-2-yl)methyl)amino) pyrimidin-1(6H)-yl)acetate